methyl (1S,3R,4R,5R)-3,4-bis{[(2E)-3-(3,4-dihydroxyphenyl)prop-2-enoyl]oxy}-1,5-dihydroxycyclohexane-1-carboxylate OC=1C=C(C=CC1O)/C=C/C(=O)O[C@@H]1C[C@@](C[C@H]([C@H]1OC(\C=C\C1=CC(=C(C=C1)O)O)=O)O)(C(=O)OC)O